N1CCC2C1CN(CC2)C2=NC(=CC1=C2N=C(N=C1)NC1=NC=C(C=C1)CN1CCNCC1)C(C)OC 8-(1,2,3,3a,4,5,7,7a-octahydropyrrolo[2,3-c]pyridin-6-yl)-6-(1-methoxyethyl)-N-[5-(piperazin-1-ylmethyl)pyridin-2-yl]pyrido[3,4-d]pyrimidin-2-amine